1,4-dimethyl-5-nitro-1H-pyrrolo[2,3-b]Pyridine CN1C=CC=2C1=NC=C(C2C)[N+](=O)[O-]